(S)-3-chloro-4-((2,4-difluorophenyl)methoxy-d2)-2'-(3-(isopropylsulfonyl)-1H-pyrazol-1-yl)-5',6-dimethyl-2H-[1,4'-bipyridine]-2-one ClC=1C(N(C(=CC1OC([2H])([2H])C1=C(C=C(C=C1)F)F)C)C1=CC(=NC=C1C)N1N=C(C=C1)S(=O)(=O)C(C)C)=O